CN(C)CC1=C(C=CC=C1)O N,N-dimethyl-aminomethylphenol